Cl.ClC=1C(=NC(=NC1)NC1=C(C=C(C(=C1)C)C1CCNCC1)OCC)NC1=C(C=CC=C1)S(=O)(=O)C(C)C 5-Chloro-N2-(2-ethoxy-5-methyl-4-(piperidin-4-yl)phenyl)-N4-(2-(isopropylsulfonyl)phenyl)pyrimidine-2,4-diamine hydrochloride